C(CCCC)OC1=CC=C(C=C1)C=CC(=O)C1=CC=C(C=C1)N=C(C1=C(C=C(C=C1)O)O)C 3-(4-Pentoxyphenyl)-1-[4-[(2,4-dihydroxy-alpha-methylbenzylidene)amino]phenyl]-2-propene-1-one